Cl.FC1=C(C=CC(=C1)F)C=1C=C2C(=NNC2=CC1)NC(=O)C1CCN(CC1)C N-[5-(2,4-difluorophenyl)-1H-indazol-3-yl]-1-methylpiperidine-4-carboxamide hydrochloride